C(C)(C)(C)C(OC(N(CC=1C=NC(=NC1)Cl)C(=O)OC(C)(C)C)=O)C tert-butyl-N-tert-butoxycarbonyl-N-[(2-chloropyrimidin-5-yl)methyl]Urethane